4-chloro-1-methyl-piperidine ClC1CCN(CC1)C